5-(2-bromophenyl)-3-(1-(cyclopropylmethyl)-1H-benzo[d][1,2,3]triazol-5-yl)-1,2,4-oxadiazole BrC1=C(C=CC=C1)C1=NC(=NO1)C1=CC2=C(N(N=N2)CC2CC2)C=C1